NN1C(=C(C(=C1)C1=C(C(=CC=C1)OC)C)C1CCC1)C(=O)OCC ethyl 1-amino-3-cyclobutyl-4-(3-methoxy-2-methylphenyl)-1H-pyrrole-2-carboxylate